tert-butyl N-[2-[2-[2-[2-[2-[2-[2-[2-[2-(3-amino-5-chloro-phenoxy)ethoxy]ethoxy]ethoxy]ethoxy]ethoxy]ethoxy]ethoxy]ethoxy]ethyl]-N-tert-butoxycarbonyl-carbamate NC=1C=C(OCCOCCOCCOCCOCCOCCOCCOCCOCCN(C(OC(C)(C)C)=O)C(=O)OC(C)(C)C)C=C(C1)Cl